2-(furan-3-yl)-6-methyl-N-(3-(5-(4-(trifluoromethoxy)phenyl)pyridin-2-yl)propyl)thieno[2,3-d]pyrimidin-4-amine O1C=C(C=C1)C=1N=C(C2=C(N1)SC(=C2)C)NCCCC2=NC=C(C=C2)C2=CC=C(C=C2)OC(F)(F)F